BrC1=C(C=CC(=C1)C(F)(F)F)CCC1CN(C1)C(=O)OC(C)(C)C tert-Butyl 3-[2-[2-bromo-4-(trifluoromethyl)phenyl]ethyl]azetidine-1-carboxylate